1-methyl-4-(4-(4,4,5,5-tetramethyl-1,3,2-dioxaborolan-2-yl)phenoxy)piperidine CN1CCC(CC1)OC1=CC=C(C=C1)B1OC(C(O1)(C)C)(C)C